5-(2-aminopropyl)-2,3-dihydro-indene NC(CC=1C=C2CCCC2=CC1)C